FC(C(=O)N1CC(C1)N1N=C(C2=NC=CC(=C21)C=2C=NN(C2)C(C)C)C=2C=NC(=CC2)C(F)(F)F)=C 2-fluoro-1-(3-(7-(1-isopropyl-1H-pyrazol-4-yl)-3-(6-(trifluoromethyl)pyridin-3-yl)-1H-pyrazolo[4,3-b]pyridin-1-yl)azetidin-1-yl)prop-2-en-1-one